CC=1OC2=C(C1)C=C(C=C2)OCC2=C(N(CS2)CCNS(=O)(=O)C)C 2-methyl-N-(2-(methylsulfonamido)ethyl)-5-((4-methylthiazol-5-yl)methoxy)benzofuran